3-dibenzofuran-4-ylpyridine-2,6-diamine C1=CC=C(C=2OC3=C(C21)C=CC=C3)C=3C(=NC(=CC3)N)N